1-(4-(5-(3-amino-6-(1,1-dioxo-2,3-dihydrobenzothien-5-yl)pyrazin-2-yl)isoxazol-3-yl)benzyl)guanidine Tert-Butyl-Cis-4-hydroxycyclohexyl-(2E)-but-2-enedioate C(C)(C)(C)\C(=C(/C(=O)O)\[C@@H]1CC[C@@H](CC1)O)\C(=O)O.NC=1C(=NC(=CN1)C=1C=CC2=C(CCS2(=O)=O)C1)C1=CC(=NO1)C1=CC=C(CNC(=N)N)C=C1